silane titanium (II) [Ti+2].[SiH4]